N-(5-(3-chloro-4-fluorobenzyl)pyridin-2-yl)-[1,2,4]triazolo[4,3-a]pyridine-6-carboxamide ClC=1C=C(CC=2C=CC(=NC2)NC(=O)C=2C=CC=3N(C2)C=NN3)C=CC1F